ethyl-phenylthiophenol C(C)C=1C(=C(C=CC1)S)C1=CC=CC=C1